Heptyl 3-ethyl-7-(3-((2-heptylnonanoyl)oxy)propyl)-14-hexyl-12-oxo-11,13-dioxa-3,7-diazanonadecane-19-oate C(C)N(CC)CCCN(CCCOC(OC(CCCCC(=O)OCCCCCCC)CCCCCC)=O)CCCOC(C(CCCCCCC)CCCCCCC)=O